8-cyclopropyl-2-(difluoromethyl)imidazo[1,2-a]pyridine-6-carboxylic acid C1(CC1)C=1C=2N(C=C(C1)C(=O)O)C=C(N2)C(F)F